(2S,3S)-2-methyl-N-(4-fluoro-3-methylphenyl)pyrrolidine-3-carboxamide hydrochloride Cl.C[C@@H]1NCC[C@@H]1C(=O)NC1=CC(=C(C=C1)F)C